tert-butyl-N-(azetidin-3-ylmethyl)-N-[2-(4-fluorophenyl)ethyl]carbamate C(C)(C)(C)OC(N(CCC1=CC=C(C=C1)F)CC1CNC1)=O